IC=1C=CC(=NC1)COC=1C=C2CN(C(C2=CC1)=O)C1=NN(C(C=C1)=O)C 5-[(5-iodopyridin-2-yl)methoxy]-2-(1-methyl-6-oxo-1,6-dihydropyridazin-3-yl)-2,3-dihydro-1H-isoindol-1-one